1-(3-aminopropyl)-2-methylimidazole NCCCN1C(=NC=C1)C